OCC=1CCN(CCC1)C(=O)OC(C)(C)C tert-butyl 4-(hydroxymethyl)-2,3,6,7-tetrahydro-1H-azepine-1-carboxylate